(4-(3-((1H-pyrrolo[2,3-b]pyridin-4-yl)ethynyl)imidazo[1,2-a]pyridin-6-yl)phenyl)(piperazin-1-yl)methanone N1C=CC=2C1=NC=CC2C#CC2=CN=C1N2C=C(C=C1)C1=CC=C(C=C1)C(=O)N1CCNCC1